tert-butyl (S,Z)-2-(((tert-butyldiphenylsilyl)oxy)methyl)-4-oxo-3,4,7,8-tetrahydroazocine-1(2H)-carboxylate [Si](C1=CC=CC=C1)(C1=CC=CC=C1)(C(C)(C)C)OC[C@H]1N(CC\C=C/C(C1)=O)C(=O)OC(C)(C)C